Methyl-4-oxopiperidine N-cyanothioiminocarbamate C(#N)SN=NC(O)=O.CN1CCC(CC1)=O